methanesulfonic acid 2-{(5R)-3-[2-(1-{[3,5-bis(difluoromethyl)-1H-pyrazol-1-yl] acetyl} piperidin-4-yl)-1,3-thiazol-4-yl]-4,5-dihydro-1,2-oxazol-5-yl}-3-chlorophenyl ester FC(C1=NN(C(=C1)C(F)F)CC(=O)N1CCC(CC1)C=1SC=C(N1)C1=NO[C@H](C1)C1=C(C=CC=C1Cl)OS(=O)(=O)C)F